(4E)-methyl 4,7-octadienoate C(CC\C=C\CC=C)(=O)OC